mono(acryloyloxyethyl) phthalate C(C=1C(C(=O)[O-])=CC=CC1)(=O)OCCOC(C=C)=O